ClC1=NC(=C(C(=C1C#N)CC)C#N)Cl 2,6-dichloro-4-ethylpyridin-3,5-dicarbonitrile